OC1CC[C@H](N1C(=O)OC(C)(C)C)C(=O)OC 1-tert-butyl 2-methyl (2S)-5-hydroxypyrrolidine-1,2-dicarboxylate